S1N=C(C=2C1=CN=CC2)N [1,2]thiazolo[5,4-c]pyridin-3-amine